ClC1=CC=C2C(=N1)CN(C2C)CC2=C(C=C(C=C2)OC)OC 2-chloro-6-[(2,4-dimethoxyphenyl)methyl]-5-methyl-5,7-dihydropyrrolo[3,4-b]pyridine